NCCN1C=CC=2C(C(=CC(C12)=O)C=1C=NC=C(C1)C#N)=O (2-aminoethyl)-5-(5-cyano-3-pyridinyl)-1H-indole-4,7-dione